1,3,6-trioxooctane O=CCC(CCC(CC)=O)=O